NC1=C2C(=NC=N1)N(N=C2C)C(C)C=2C(=C(C(=C(C2)Cl)C)C=2C=NC=C(C(=O)N(C)C)C2)OC 5-{3-[1-(4-amino-3-methyl-1H-pyrazolo[3,4-d]pyrimidin-1-yl)ethyl]-5-chloro-2-methoxy-6-methylphenyl}-N,N-dimethylnicotinamide